O1CC(C1)COCC=1N=NN(C1)CCCN 3-(4-((oxetan-3-ylmethoxy)methyl)-1H-1,2,3-triazol-1-yl)propan-1-amine